C(C)(C)(C)OC(=O)N[C@H](C(=O)O)CC1=CC=C(C=C1)N1CCOCC1 (S)-2-((tert-butoxycarbonyl)amino)-3-(4-morpholinylphenyl)propionic acid